C(C)(C)(C)C1=CC2=C(C3=CC=CC=C3C(=C2C=C1)OC(=O)CC(C)C)OC(=O)CC(C)C 2-tert-butyl-9,10-bis(isobutylcarbonyloxy)anthracene